ethyl rac-(4S,5R)-3-(2-methoxy-6-(trifluoromethyl)pyridin-3-yl)-4,5-dimethyl-5-(trifluoromethyl)-4,5-dihydrofuran-2-carboxylate COC1=NC(=CC=C1C1=C(O[C@]([C@H]1C)(C(F)(F)F)C)C(=O)OCC)C(F)(F)F |r|